CC(C)(C)[S@@](=O)NC(CF)C=1C=C(C=CC1)C1=CC(=CC=2C=COC21)COC2=C(C=CC(=C2)F)CC(=O)OCC ethyl 2-(2-((7-(3-(1-((R)-1,1-dimethylethylsulfinamido)-2-fluoroethyl)phenyl)benzofuran-5-yl)methoxy)-4-fluorophenyl)acetate